2,4-bis-hydroxybenzophenone OC1=C(C(=O)C2=CC=CC=C2)C=CC(=C1)O